CC=1C=C(C(=O)N=[N+]=[N-])C=CC1C1=NN(C=N1)C1=CC=C(C=C1)OC(C(F)(F)F)(F)F 3-methyl-4-(1-(4-(perfluoroethoxy)phenyl)-1H-1,2,4-triazol-3-yl)benzoyl azide